NCC1=NC=CC(=C1)C(C1=C(C=CC(=C1Cl)Cl)O)O 2-[[2-(aminomethyl)pyridin-4-yl](hydroxy)methyl]-3,4-dichlorophenol